6-chloro-2-(2-methoxyphenyl)-1-methylpyrrolo[3,2-c]pyridine ClC1=CC2=C(C=N1)C=C(N2C)C2=C(C=CC=C2)OC